3-((2-((4-(4-((1S,2R)-6-hydroxy-2-phenyl-1,2,3,4-tetrahydronaphthalen-1-yl)phenyl)piperazin-1-yl)methyl)phenyl)amino)piperidine-2,6-dione OC=1C=C2CC[C@H]([C@H](C2=CC1)C1=CC=C(C=C1)N1CCN(CC1)CC1=C(C=CC=C1)NC1C(NC(CC1)=O)=O)C1=CC=CC=C1